CC1=C(C=NC=C1)C#CC 4-methyl-3-(prop-1-yn-1-yl)pyridine